6-(2,4-difluorobenzyl)-N4-(5-methyl-1H-pyrazol-3-yl)-1-(tetrahydro-2H-pyran-4-yl)-1H-pyrazolo[3,4-d]Pyrimidine-4,6-diamine FC1=C(CC2(N=C(C=3C(=N2)N(NC3)C3CCOCC3)NC3=NNC(=C3)C)N)C=CC(=C1)F